C12(CC3CC(CC(C1)C3)C2)NCC2=CC=C(CNC=3C=C(C=CC3)NC3C(NC(CC3)=O)=O)C=C2 3-((3-((4-(((adamantan-1-yl)amino)methyl)benzyl)amino)phenyl)amino)piperidine-2,6-dione